N[C@H](C(=O)N[C@@H](CC1=CC=C(C=C1)Cl)CC(NC=1C=NC2=CC=CC=C2C1)=O)CCCN (S)-2,5-diamino-N-((S)-1-(4-chlorophenyl)-4-oxo-4-(quinolin-3-ylamino)butan-2-yl)pentanamide